5-methylmorpholin CC1COCCN1